(E)-N-(2-(2,4-Dihydroxy-6-(trifluoromethyl)benzoyl)isoindolin-4-yl)-4-(dimethylamino)but-2-enamide OC1=C(C(=O)N2CC3=CC=CC(=C3C2)NC(\C=C\CN(C)C)=O)C(=CC(=C1)O)C(F)(F)F